1,2,3,4,5,6,7,8-octahydroazulen C1CCC=2CCCCCC12